BrC1=CC=C(C=C1)C1=NN(C=C1C#N)C1C(OCC1)C (4-bromophenyl)-1-(2-methyltetrahydrofuran-3-yl)pyrazole-4-carbonitrile